ClC1=C(C=CC(=C1)C(F)(F)F)NC(=O)C1(CCC1)N1N=CC(=C1)C#CC1CN(C1)C=1C=C2C(N(C(C2=CC1)=O)C1C(NC(CCC1)=O)=O)=O N-(2-chloro-4-(trifluoromethyl)phenyl)-1-(4-((1-(2-(2,7-dioxoazepan-3-yl)-1,3-dioxoisoindolin-5-yl)azetidin-3-yl)ethynyl)-1H-pyrazol-1-yl)cyclobutane-1-carboxamide